CC1=CC=C(C=C1)C1=CC=C(C(=O)OC2=CC=C(C=C2)S(=O)(=O)O)C=C1 4-[4-(4-methylphenyl)benzoyloxy]benzene-1-sulfonic acid